N-(bicyclo[1.1.1]pentan-1-yl)-4-[6-(2,6-dihydroxy-3-nitrobenzoyl)pyrazolo[1,5-a]pyrimidin-2-yl]benzamide C12(CC(C1)C2)NC(C2=CC=C(C=C2)C2=NN1C(N=CC(=C1)C(C1=C(C(=CC=C1O)[N+](=O)[O-])O)=O)=C2)=O